N~2~-[{[cyclopentyl(phenyl)acetyl]amino}(pyridin-3-yl)acetyl]-N-(1,2,3,4-tetrahydronaphthalen-1-yl)glycinamide C1(CCCC1)C(C(=O)NC(C(=O)NCC(=O)NC1CCCC2=CC=CC=C12)C=1C=NC=CC1)C1=CC=CC=C1